COC1=NC=C(C=C1)B(O)O 2-methyloxypyridine-5-boronic acid